1-(benzo[b]thiophen-4-yl)-4-(3-chloropropyl)piperazine S1C2=C(C=C1)C(=CC=C2)N2CCN(CC2)CCCCl